Tert-butyl (8aS)-6-Chloro-4-fluoro-5-(2-hydroxy-6-methylphenyl)-8,8a,9,10,11,12-hexahydropyrido[2',1':3,4][1,4]oxazepino[5,6,7-de]quinazoline-10-carboxylate ClC1=C2C3=C(N=CN=C3C(=C1C1=C(C=CC=C1C)O)F)N1[C@H](CO2)CC(CC1)C(=O)OC(C)(C)C